7-((tert-butyldimethylsilyl)oxy)-1-(3,5-dimethoxy-2-methylphenyl)heptan-2-one [Si](C)(C)(C(C)(C)C)OCCCCCC(CC1=C(C(=CC(=C1)OC)OC)C)=O